4-(7-(5-((2,4-difluorophenyl)sulfonamido)-6-methoxypyridin-3-yl)phthalazin-1-yl)piperazine-1-carboxylic acid tert-butyl ester C(C)(C)(C)OC(=O)N1CCN(CC1)C1=NN=CC2=CC=C(C=C12)C=1C=NC(=C(C1)NS(=O)(=O)C1=C(C=C(C=C1)F)F)OC